2,4-dimercaptobenzene SC1=CC=CC(=C1)S